3-(2-methylpyrimidin-5-yl)-3-(5-(2-(5,6,7,8-tetrahydro-1,8-naphthyridin-2-yl)ethoxy)-1H-indazol-1-yl)propionic acid CC1=NC=C(C=N1)C(CC(=O)O)N1N=CC2=CC(=CC=C12)OCCC1=NC=2NCCCC2C=C1